4-tetradecylbenzenesulfonate C(CCCCCCCCCCCCC)C1=CC=C(C=C1)S(=O)(=O)[O-]